titanium diselenide [Se-2].[Se-2].[Ti+4]